C1(CCCC1)CC1=CNC=2N=CN=C(C21)N[C@H]2CN(CCC2)C(C=C)=O (R)-1-(3-((5-(cyclopentylmethyl)-7H-pyrrolo[2,3-d]pyrimidin-4-yl)amino)piperidin-1-yl)prop-2-en-1-one